CON(C(=O)C1=NN(C=N1)C(C1=CC=CC=C1)(C1=CC=CC=C1)C1=CC=CC=C1)C N-methoxy-N-methyl-1-(triphenylmethyl)-1H-1,2,4-triazole-3-carboxamide